disodium 6-hydroxy-5-[(4-sulfophenyl) azo]-2-naphthalenesulfonate OC=1C(=C2C=CC(=CC2=CC1)S(=O)(=O)[O-])N=NC1=CC=C(C=C1)S(=O)(=O)O.[Na+].[Na+].OC=1C(=C2C=CC(=CC2=CC1)S(=O)(=O)[O-])N=NC1=CC=C(C=C1)S(=O)(=O)O